COS(=O)(=O)C methanesulfonic methylester